C(C)(C)(C)OC(=O)N1C(CCC1)CF 2-(fluoromethyl)pyrrolidine-1-carboxylic acid tert-butyl ester